5-amino-7-(4-(trifluoromethyl)phenyl)-2,3-dihydrobenzofuran-4-carbonitrile NC1=CC(=C2C(CCO2)=C1C#N)C1=CC=C(C=C1)C(F)(F)F